C(C)(C)(C)SC=1C(=C(C=CC1)I)Cl 3-(tert-butylmercapto)-2-chloro-1-Iodobenzene